F[C@@H]1[C@H]2CC[C@@H](C[C@@H]1NC(OCC1=CC=CC=C1)=O)N2 benzyl N-[(1R,2R,3S,5S)-2-fluoro-8-azabicyclo[3.2.1]octan-3-yl]carbamate